C[C@H]1CN(C[C@H](N1)C)C1=CC(=C(C=C1)NC(=O)C=1C=CC=2C=C3N([C@@H](CNC3=O)C)C2N1)S(N)(=O)=O (R)-N-(4-((3S,5R)-3,5-dimethylpiperazin-1-yl)-2-sulfamoylphenyl)-9-methyl-6-oxo-6,7,8,9-tetrahydropyrido[3',2':4,5]pyrrolo[1,2-a]pyrazine-2-carboxamide